CC1([C@@H](CCC1)C1=CC=C(C=C1)C=1NC=2N(C(C1)=O)N=CC2C(=O)N(C)C)C |r| racemic-5-(4-(2,2-dimethylcyclopentyl)phenyl)-N,N-dimethyl-7-oxo-4,7-dihydropyrazolo[1,5-a]Pyrimidine-3-carboxamide